2-(Methylamino)adenin CNC1=NC(=C2NC=NC2=N1)N